N[C@@H](CCC(N)=O)C(=O)O endo-glutamine